COC=1C(=NC=CC1)C1=CC=CC=C1 3-methoxy-2-phenylpyridine